(2R,3R,4S,5S)-4-[[3-[4-Methoxy-6-(trifluoromethyl)-3-pyridyl]-4,5-dimethyl-5-(trifluoromethyl)tetrahydrofuran-2-carbonyl]amino]pyridin-2-carboxamid COC1=C(C=NC(=C1)C(F)(F)F)[C@@H]1[C@@H](O[C@@]([C@H]1C)(C(F)(F)F)C)C(=O)NC1=CC(=NC=C1)C(=O)N